NC1=C(C=C(C=C1C(=O)N)C1=CC=NC=C1)C1=C(C(=CC=C1C)O)C (S)-2-amino-3'-hydroxy-2',6'-dimethyl-5-(pyridin-4-yl)-[1,1'-biphenyl]-3-carboxamide